2-hydroxyethyl (S)-2-(1-((4'-(1,1,1,3,3,3-hexafluoro-2-hydroxypropan-2-yl)-[1,1'-biphenyl]-4-yl)methyl)-4-(pyridin-4-ylmethyl)piperazin-2-yl)acetate FC(C(C(F)(F)F)(O)C1=CC=C(C=C1)C1=CC=C(C=C1)CN1[C@H](CN(CC1)CC1=CC=NC=C1)CC(=O)OCCO)(F)F